C(C)(C)(C)OC(=O)N1[C@H]2CN(C[C@@H]1CC2)C2=NC(=NC1=C(C(=C(C=C21)F)C2=C(C=CC(=C2)O)F)F)F (1R,5S)-3-(2,6,8-trifluoro-7-(2-fluoro-5-hydroxyphenyl)quinazolin-4-yl)-3,8-Diazabicyclo[3.2.1]octane-8-carboxylic acid tert-butyl ester